C(C1=CC=CC=C1)OC=1C=C(C=NC1)C1=CC=2C(=NC=CC2C=2C=C3C(=NNC3=CC2)N)N1 5-(2-(5-(benzyloxy)pyridin-3-yl)-1H-pyrrolo[2,3-b]pyridin-4-yl)-1H-indazol-3-amine